N1CC(C1)N1CCC(CC1)N1N=C(C=2C1=NC=NC2N)C2=CC=C(C=C2)OC2=CC=C(C=C2)F 1-(1-(azetidin-3-yl)piperidin-4-yl)-3-(4-(4-fluorophenoxy)phenyl)-1H-pyrazolo[3,4-d]pyrimidin-4-amine